tert-butyl 2-((2-(3-amino-2-chlorophenyl)-3-chloropyridin-4-yl) carbamoyl)-1-methyl-1,4,6,7-tetrahydro-5H-imidazo[4,5-c]pyridine-5-carboxylate NC=1C(=C(C=CC1)C1=NC=CC(=C1Cl)NC(=O)C=1N(C2=C(CN(CC2)C(=O)OC(C)(C)C)N1)C)Cl